5-[(2,4-dinitrophenoxy)methyl]-1-methyl-2-nitro-1H-imidazole [N+](=O)([O-])C1=C(OCC2=CN=C(N2C)[N+](=O)[O-])C=CC(=C1)[N+](=O)[O-]